OCCN(C1=CC2=C(N(C(=N2)CC[C@@H](C(=O)N[C@H](C(=O)OCC)CC2=CC=C(C=C2)F)NC(=O)OC(C)(C)C)C)C=C1)CCO ethyl (2S)-2-[[(2S)-4-[5-[bis(2-hydroxyethyl)amino]-1-methyl-benzimidazol-2-yl]-2-(tert-butoxycarbonylamino)butanoyl]amino]-3-(4-fluorophenyl)propanoate